Tert-butyl (4-((2,6-dioxopiperidin-3-yl)carbamoyl)-5-methoxythiazol-2-yl)carbamate O=C1NC(CCC1NC(=O)C=1N=C(SC1OC)NC(OC(C)(C)C)=O)=O